2-chloro-1-(4-(2-cyclopropyl-5,6-dimethylthieno[2,3-d]pyrimidin-4-yl)piperazin-1-yl)ethan-1-one ClCC(=O)N1CCN(CC1)C=1C2=C(N=C(N1)C1CC1)SC(=C2C)C